C(C1=CC=CC=C1)N1N=NN=C1C(CCCCB1OC(C(O1)(C)C)(C)C)NCC1=CC=C(C=C1)OC 1-(1-benzyl-1H-tetrazol-5-yl)-N-(4-methoxybenzyl)-5-(4,4,5,5-tetramethyl-1,3,2-dioxaborolan-2-yl)pentan-1-amine